N-(4-([1,2,4]triazolo[1,5-c]pyrimidin-7-yloxy)-3-methylphenyl)-6-methoxy-5-(6-methyl-2,6-diazabicyclo[3.2.0]heptan-2-yl)quinazolin-4-amine N=1C=NN2C=NC(=CC21)OC2=C(C=C(C=C2)NC2=NC=NC1=CC=C(C(=C21)N2C1CN(C1CC2)C)OC)C